ClC=1C=C(C=CC1)NC(CNC1=CC(=NC=2N(C(N(C(C21)=O)C)=O)C)N2CCN(CC2)C)=O N-(3-chlorophenyl)-2-{[1,3-dimethyl-7-(4-methylpiperazin-1-yl)-2,4-dioxo-1,2,3,4-tetrahydropyrido[2,3-d]pyrimidin-5-yl]amino}acetamide